1,2,5,6,7,8-hexahydro-2,6-naphthyridin-1-one C1(NC=CC=2CNCCC12)=O